[Na].C(=C)[Si](C)(C)OCOCC vinyl-(ethoxymethoxy)dimethyl-silane SODIUM